C(C)(C)(C)OC(=O)C1=CC=C(C=C1)CNC(=O)C1N(CCC2=C(C=CC=C12)N(C(COC)=O)C)C(=O)OC(C)(C)C tert-butyl 1-((4-(tert-butoxycarbonyl) phenyl) methylcarbamoyl)-5-(2-(methoxy)-N-methylacetamido)-3,4-dihydroisoquinoline-2(1H)-carboxylate